(2-oxo-pyrrolidin-1-ylmethyl)-benzamide O=C1N(CCC1)CC1=C(C(=O)N)C=CC=C1